tert-Butyl 4-[4-amino-5-(4-{[(1-isopropyl-2,4-dioxo-3-phenyl-1,2,3,4-tetrahydropyrimidin-5-yl)carbonyl]amino}phenyl)pyrrolo[2,1-f][1,2,4]triazin-7-yl]piperidine-1-carboxylate NC1=NC=NN2C1=C(C=C2C2CCN(CC2)C(=O)OC(C)(C)C)C2=CC=C(C=C2)NC(=O)C=2C(N(C(N(C2)C(C)C)=O)C2=CC=CC=C2)=O